BrC=1C=C2CCCN(C2=CC1C(F)F)C1=NN(C2=C1CNCC2)C2CCOCC2 6-Bromo-7-(difluoromethyl)-1-(1-(tetrahydro-2H-pyran-4-yl)-4,5,6,7-tetrahydro-1H-pyrazolo[4,3-c]pyridin-3-yl)-1,2,3,4-tetrahydroquinoline